C(\C=C\CCC(=O)O)(=O)O trans-2-hexenedioic acid